OC=1C(=C2CC[C@@](OC2=C(C1C)C)(C(=O)O)C)C |r| (±)-6-Hydroxy-2,5,7,8-tetramethylchromane-2-carboxic acid